[K].NC1=C(C=CC(=C1)N)S(=O)(=O)O 2,4-diaminobenzenesulfonic acid potassium